COC=1C=C(C=CC1OCC1=CC=C(C=C1)OC)NC=1C=C2N=C(C=NC2=CC1)N1CCOCC1 N-(3-methoxy-4-((4-methoxybenzyl)oxy)phenyl)-3-morpholinoquinoxalin-6-amine